1-(6,7-Dichloro-10-(1H-pyrazol-4-yl)-3,4-dihydropyrazino[1,2-a]indol-2(1H)-yl)-3-(5-fluoropyrimidin-2-yl)propan-1-one ClC1=C(C=CC=2C(=C3N(C12)CCN(C3)C(CCC3=NC=C(C=N3)F)=O)C=3C=NNC3)Cl